C(CCCCC)(=O)OCCOCCOCCOC(CCCCC)=O triethylene glycol dicaproate